FC1=CC=C(C=C1)C=1C(C(=CN2CC3N(C(C21)=O)CCO3)C(=O)O)=O 6-(4-fluorophenyl)-5,7-dioxo-2,3,5,7,11,11a-hexahydrooxazolo[3,2-a]pyrido[1,2-d]pyrazine-8-carboxylic acid